O1C(=CC=C1)C1=CC=C(CNC(=O)C2NC(CNC2)C)C=C1 N-(4-(furan-2-yl)benzyl)-6-methylpiperazine-2-carboxamide